5-(6-(imidazo[1,2-a]pyridin-7-ylmethoxy)-2-azaspiro[3.3]heptan-2-yl)isoquinolin N=1C=CN2C1C=C(C=C2)COC2CC1(CN(C1)C1=C3C=CN=CC3=CC=C1)C2